4-(3-(5-(difluoromethyl)-1,3,4-thiadiazol-2-yl)-6-(N-(1-(fluoromethyl)cyclopropyl)sulfamoyl)-1-methylimidazo[1,5-a]pyridin-8-yl)-N,N-dimethylpiperazine-1-carboxamide FC(C1=NN=C(S1)C1=NC(=C2N1C=C(C=C2N2CCN(CC2)C(=O)N(C)C)S(NC2(CC2)CF)(=O)=O)C)F